ClC=1N=CC=2OCCN(C2N1)C1CCCC1 2-chloro-8-cyclopentyl-6H-pyrimido[5,4-b][1,4]oxazin